N1=CC(=CC=C1)C=1C=C(C=C(C1)C(C)(C)C)C1=CC(=CC=C1)C1=NC(=NC(=N1)C=1C=C(C=CC1)C1=CC(=CC(=C1)C(C)(C)C)C=1C=NC=CC1)C=1C=C(C=CC1)C1=CC(=CC(=C1)C(C)(C)C)C=1C=NC=CC1 2,4,6-tris[3'-(pyridin-3-yl)-5'-tert-butyl-biphenyl-3-yl]-1,3,5-triazine